4-methoxyphenylhydrazine COC1=CC=C(C=C1)NN